C(C)(C)N(CCC1=CNC2=CC=CC(=C12)OC(CCCCCC(=O)O)=O)C(C)C 7-((3-(2-(diiso-propylamino)-ethyl)-1H-indol-4-yl)oxy)-7-oxoheptanoic acid